C(=CCCCC)O hexen-ol